BrC1=CC=C(C(=O)N2C(CC3=CC=CC=C23)=O)C=C1 (4-bromobenzoyl)-1,3-dihydro-2H-indol-2-one